glucosyl-phenethyl alcohol C1([C@H](O)[C@@H](O)[C@H](O)[C@H](O1)CO)C(CC1=CC=CC=C1)O